13-methylenepentacosane tert-butyl-N-[(2S)-1-bromo-4,4,4-trifluorobutan-2-yl]carbamate C(C)(C)(C)OC(N[C@H](CBr)CC(F)(F)F)=O.C=C(CCCCCCCCCCCC)CCCCCCCCCCCC